C(C)C1=C2C(=CC(=CC2=CC=C1)O)C=1C(=C2N=C(N=C3C2=C(OCC2C4CCC(CN32)N4)N1)OCC14CCCN4CCC1)F 5-Ethyl-4-(1-fluoro-12-((tetrahydro-1H-pyrrolizin-7a(5H)-yl)methoxy)-5a,6,7,8,9,10-hexahydro-5H-4-oxa-3,10a,11,13,14-pentaaza-6,9-methanonaphtho[1,8-ab]heptalen-2-yl)naphthalen-2-ol